BrC1=CC(=C2C(NC=NC2=C1)=O)OC1CCN(CC1)C(=O)OC(C)(C)C tert-butyl 4-((7-bromo-4-oxo-3,4-dihydroquinazolin-5-yl)oxy)piperidine-1-carboxylate